C1(CCCCC1)NC(C([C@H](CCC(C)(F)F)NC(=O)[C@H]1N(CC2(C1)CCCCC2)C([C@H](C(C)(C)C)NC(OC)=O)=O)=O)=O Methyl ((S)-1-((S)-3-(((S)-1-(cyclohexylamino)-6,6-difluoro-1,2-dioxoheptan-3-yl)carbamoyl)-2-azaspiro[4.5]decan-2-yl)-3,3-dimethyl-1-oxobutan-2-yl)carbamate